NC1=C2C(=NC=N1)N(N=C2C2=CC=C1C=C(NC1=C2)C(=O)NC2=CC=CC=C2)C(C)(C)C 6-(4-amino-1-tert-butyl-pyrazolo[3,4-d]pyrimidin-3-yl)-N-phenyl-1H-indole-2-carboxamide